2-[2-amino-3-(2,4-dichlorophenyl)propoxy]isoindoline-1,3-dione NC(CON1C(C2=CC=CC=C2C1=O)=O)CC1=C(C=C(C=C1)Cl)Cl